(2S,4R)-1-(tert-butoxycarbonyl)-4-cyclohexylpyrrolidine-2-carboxylic acid C(C)(C)(C)OC(=O)N1[C@@H](C[C@@H](C1)C1CCCCC1)C(=O)O